FC(C1=CC=C(C=C1)N1N=C(N=C1)NC=1C=CC(=NC1)C#N)(F)F 5-((1-(4-(trifluoromethyl)phenyl)-1H-1,2,4-triazol-3-yl)amino)pyridinecarbonitrile